C(CCC(=O)OCN1C(=NC2=C1C=CC=C2)C2=CC=C(C=C2)C(C)(C)C)(=O)OC(C)(C)C Tert-butyl ((2-(4-(tert-butyl) phenyl)-1H-benzo[d]imidazol-1-yl) methyl) succinate